3-(4-Chlorophenyl)1-[2-(2-chlorophenyl)ethyl]urea ClC1=CC=C(C=C1)NC(NCCC1=C(C=CC=C1)Cl)=O